FC1=CC=C(CO)C=C1 Para-fluorobenzyl alcohol